tricarbonyl-(tetrahydrofuran) rhenium (I) bromide [Re]Br.C(=O)=C1C(C(OC1)=C=O)=C=O